CC=1C(=C2C=CC=NC2=CC1)N[C@@H]1CNCC1 (3S)-3-[(6-methyl-5-quinolyl)amino]Pyrrolidine